3-(1-(2-hydroxy-2-methylpropyl)-1H-indol-5-yl)-1,5,6,7,8,9-hexahydro-2H-cyclohepta[4,5]thieno[2,3-d]pyrimidine-2,4(3H)-dione OC(CN1C=CC2=CC(=CC=C12)N1C(NC2=C(C1=O)C1=C(S2)CCCCC1)=O)(C)C